1-phenyl-1,11-undecanediol C1(=CC=CC=C1)C(CCCCCCCCCCO)O